OCC[C@H]1[C@@H](C1)NC(=O)C=1C=C(C2=C([C@H](CO2)C2=CC=CC=C2)C1)C(=O)NC |&1:14| (+/-)-N5-((trans)-2-(2-Hydroxyethyl)cyclopropyl)-N7-methyl-3-phenyl-2,3-dihydrobenzofuran-5,7-dicarboxamid